NC1=C(C(=O)OC)C=CC(=C1F)Br methyl 2-amino-4-bromo-3-fluorobenzoate